CC1N(CCNC1=O)C(=O)N methyl-3-oxopiperazine-1-carboxamide